C(C1=CC=CC=C1)NC(=O)C=1N(C(N2C1CN(CC2)C(C2=CC(=C(C=C2)Cl)Cl)=O)=O)C2=CC=C(C=C2)OC(F)F N-benzyl-7-(3,4-dichlorobenzoyl)-2-[4-(difluoromethoxy)phenyl]-3-oxo-6,8-dihydro-5H-imidazo[1,5-a]pyrazine-1-carboxamide